2-[4-(azetidin-3-ylmethylsulfonyl)-2-methyl-anilino]-6-chloro-8-isopropyl-pyrido[2,3-d]pyrimidin-7-one N1CC(C1)CS(=O)(=O)C1=CC(=C(NC=2N=CC3=C(N2)N(C(C(=C3)Cl)=O)C(C)C)C=C1)C